4-(6-Methylquinoline-2-yl)benzamide CC=1C=C2C=CC(=NC2=CC1)C1=CC=C(C(=O)N)C=C1